C1(CC2C(CC1)O2)CC[SiH2]CCOC(COC)=O β-(3,4-epoxycyclohexyl)ethylmethoxyacetoxyethylsilane